N1C(CCCC1)C1=C(CN2C(NC(C3=C2C=CN3)=O)=S)C=CC=C1 1-(2-(Piperidin-2-yl)benzyl)-2-thioxo-1,2,3,5-tetrahydro-4H-pyrrolo[3,2-d]pyrimidin-4-one